ClC=1C(=CC(=C(C(=O)NS(=O)(=O)C2CC23CCC3)C1)F)OCC1CCCC1 5-chloro-4-(cyclopentylmethoxy)-2-fluoro-N-(spiro[2.3]hexan-1-ylsulfonyl)benzamide